ClC1=NC=C(C(=C1)C1=C(C=NC(=C1)C)C(=O)NC=1SC(=NN1)C(C)(F)F)OC 2'-chloro-N-(5-(1,1-difluoroethyl)-1,3,4-thiadiazol-2-yl)-5'-methoxy-6-methyl-(4,4'-bipyridine)-3-carboxamide